ClC=1C=C2C(=CC(=NC2=CC1)C(F)(F)F)N[C@@H]1C[C@@H](CCC1)NC=1C=2C(N=C(N1)C)=NN(C2)C (1s,3r)-N1-(6-chloro-2-(trifluoromethyl)quinolin-4-yl)-N3-(2,6-dimethyl-2H-pyrazolo[3,4-d]pyrimidin-4-yl)1,3-cyclohexanediamine